CC1=NC(=CC=C1S(=O)(=O)N1C2CC3(CC(C3)N3CCOCC3)CC1CC2)C(F)(F)F 4-(8-((2-Methyl-6-(trifluoromethyl)pyridin-3-yl)sulfonyl)-8-azaspiro[bicyclo[3.2.1]octane-3,1'-cyclobutan]-3'-yl)morpholine